2,3,4-tri-O-benzylxylose C(C1=CC=CC=C1)O[C@@H](C=O)[C@@H](OCC1=CC=CC=C1)[C@H](OCC1=CC=CC=C1)CO